O1C(=NCC1)CCCCC=1OCCN1 2,2'-tetramethylenebis(2-oxazoline)